N=1N(N=CC1)C1=C(C=C(C=N1)NC(C1=C(C=C(C(=C1)F)C1=C(C=NC=C1C(C)OCC)N)Cl)=O)C(F)(F)F N-(6-(2H-1,2,3-triazol-2-yl)-5-(trifluoromethyl)pyridin-3-yl)-4-(3-amino-5-(1-ethoxyethyl)pyridin-4-yl)-2-chloro-5-fluorobenzamide